2-(tert-butyl)-7-Cyclobutoxyimidazo[1,2-a]pyridine-6-carboxylic acid methyl ester COC(=O)C=1C(=CC=2N(C1)C=C(N2)C(C)(C)C)OC2CCC2